9-(trifluoromethyl)-2H-[1,4]thiazino[2,3,4-ij]quinazolin-5(3H)-one FC(C=1C=C2C=NC(N3C2=C(C1)SCC3)=O)(F)F